CS(=O)(=O)N1CCC(CC1)NC1=NC2=C(C=CC=C2C=N1)N1CC2(CN(C2)C(C)=O)CC1 1-(6-(2-((1-(methylsulfonyl)piperidin-4-yl)amino)quinazolin-8-yl)-2,6-diazaspiro[3.4]octan-2-yl)ethan-1-one